O=C1CC[C@H](N1)COC1=NC=CC=2C=C3C(=CC12)C(=CNC3=O)CC(F)(F)F (s)-6-((5-oxopyrrolidin-2-yl)methoxy)-4-(2,2,2-trifluoroethyl)pyrido[3,4-g]isoquinolin-1(2H)-one